FC(CC(C1=CC=C(C=C1)OC)N1N=CC=C1)(C)C 1-(3-fluoro-1-(4-methoxyphenyl)-3-methylbutyl)-1H-pyrazole